tert-butyl ([1-{(5-oxo-1,4,2-dioxazol-3-yl)methyl}cyclohexyl]methyl)carbamate O=C1OC(=NO1)CC1(CCCCC1)CNC(OC(C)(C)C)=O